3-methyl-4-((1-methylpiperidin-4-yl)methyl)aniline CC=1C=C(N)C=CC1CC1CCN(CC1)C